C(CCCCCCCCCCCCCCCCCCC)(=O)OC(\C=C/C(=O)O)=O maleic acid monoeicosanoyl ester